6-((2-methyl-1-((2-(trifluoromethyl)phenyl)sulfanyl)propan-2-yl)carbamoyl)-3-azabicyclo[3.1.0]hexane-3-carboxylate CC(CSC1=C(C=CC=C1)C(F)(F)F)(C)NC(=O)C1C2CN(CC12)C(=O)[O-]